[2-[6-[[5-(4-pyridyl)thiazol-2-yl]amino]imidazo[4,5-c]pyridin-1-yl]ethyl]carbamate N1=CC=C(C=C1)C1=CN=C(S1)NC1=CC2=C(C=N1)N=CN2CCNC([O-])=O